1-(3-Trifluoromethyl-benzyl)-3-(3-trifluoromethyl-bicyclo[1.1.1]pent-1-yl)-urea FC(C=1C=C(CNC(=O)NC23CC(C2)(C3)C(F)(F)F)C=CC1)(F)F